19-Hydroxy-tricosanoic acid OC(CCCCCCCCCCCCCCCCCC(=O)O)CCCC